6-(3-((2-methoxy-4-(methylcarbamoyl)phenyl)amino)prop-1-yn-1-yl)-N-((3S,4S)-3-methyl-1-(tetrahydrofuran-3-yl)piperidin-4-yl)-1-(2,2,2-trifluoroethyl)-1H-benzo[d]imidazole-4-carboxamide COC1=C(C=CC(=C1)C(NC)=O)NCC#CC=1C=C(C2=C(N(C=N2)CC(F)(F)F)C1)C(=O)N[C@@H]1[C@H](CN(CC1)C1COCC1)C